tert-butyl (2-(2-(3-((3-(1-(3,5-dichlorophenyl)-3-(3,3-dimethylmorpholine-4-carbonyl)-7-methoxy-1,4-dihydrochromeno[4,3-c]pyrazol-8-yl)phenyl)amino)-3-oxopropoxy)ethoxy)ethyl)carbamate ClC=1C=C(C=C(C1)Cl)N1N=C(C2=C1C=1C=C(C(=CC1OC2)OC)C=2C=C(C=CC2)NC(CCOCCOCCNC(OC(C)(C)C)=O)=O)C(=O)N2C(COCC2)(C)C